O=C(C(=O)O)CCC(=O)O.[N+](=O)([O-])C1=C(C=CC=C1)N1C(=CC=C1)C=CC=NN\C(=N\[H])\N (E)-N-[1-(2-nitrophenyl)-1H-pyrrol-2-yl-allylideneamino]-guanidine oxoglutarate